trisilicon benzene C1=CC=CC=C1.[Si].[Si].[Si]